CCC(CC)NC(C(=C)C)=O N-3-pentyl-methacrylamide